sulfonylurea sodium salt [Na].S(=O)(=O)=NC(=O)N